tert-butyl 4-(benzyloxy)-3-cyano-3-hydroxypyrrolidine-1-carboxylate C(C1=CC=CC=C1)OC1C(CN(C1)C(=O)OC(C)(C)C)(O)C#N